CC1=CC=C(C=C1)S(=O)(=O)O[C@H]1CNC(CC1)=O |r| (R and S)-6-oxopiperidin-3-yl 4-methylbenzenesulfonate